C(C)(C)(C)N1N=CC(=C1F)C(=O)NC1=NC=C(C(=C1)C=1C=C(C=2N(C1)C=CN2)N2CCOCC2)F 1-(Tert-butyl)-5-fluoro-N-(5-fluoro-4-(8-morpholinoimidazo[1,2-a]pyridin-6-yl)pyridin-2-yl)-1H-pyrazole-4-carboxamide